5-(2-aminothiazol-5-ylthio)-2-methoxybenzoic acid NC=1SC(=CN1)SC=1C=CC(=C(C(=O)O)C1)OC